Ethyl 7-(1-(tert-butoxycarbonyl)azetidin-3-yl)-1-(cyclopropylmethyl)-1H-indole-2-carboxylate C(C)(C)(C)OC(=O)N1CC(C1)C=1C=CC=C2C=C(N(C12)CC1CC1)C(=O)OCC